tert-butyl N-[5-(2-methanesulfonyl-5-methylpyrimidin-4-yl)-1,3-thiazol-2-yl]-N-{[2-(trimethylsilyl)ethoxy]methyl}carbamate CS(=O)(=O)C1=NC=C(C(=N1)C1=CN=C(S1)N(C(OC(C)(C)C)=O)COCC[Si](C)(C)C)C